C(C1=CC=CC=C1)NC1=C2N=CN(C2=NC=N1)[C@H]1[C@@H]([C@@H]([C@@H](O1)C(C)OP(O)(=O)COC)O)O [(2R,3S,4R,5R)-5-[6-(benzylamino)purin-9-yl]-3,4-dihydroxy-tetrahydrofuran-2-yl]-methoxymethyl-ethoxy-phosphinic acid